3-(4-((2-chloropyrrolo[2,1-f][1,2,4]triazin-4-yl)amino)-1H-imidazol-1-yl)-5-methoxy-N,N-dimethylbenzamide ClC1=NN2C(C(=N1)NC=1N=CN(C1)C=1C=C(C(=O)N(C)C)C=C(C1)OC)=CC=C2